(E)-2-((2-(2,6-dioxopiperidin-3-yl)-1,3-dioxoisoindolin-5-yl)amino)-N-(4-(2-((4-(2-(3-methylbenzylidene)hydrazino)-6-morpholinopyrimidin-2-yl)oxy)ethyl)phenyl)acetamide O=C1NC(CCC1N1C(C2=CC=C(C=C2C1=O)NCC(=O)NC1=CC=C(C=C1)CCOC1=NC(=CC(=N1)N/N=C/C1=CC(=CC=C1)C)N1CCOCC1)=O)=O